C1=CC=CC=2C3=CC=CC=C3C(C12)COC(=O)NC(CC(=O)O)C=O 3-(9H-fluoren-9-ylmethoxycarbonylamino)-4-oxobutanoic acid